C(N(C1=CC=CC=C1)C(C)CC)N(C1=CC=CC=C1)C(C)CC methylenebis[N-sec-butylaniline]